CC1=CC=C(C=C1)S(=O)(=O)OCCCOC1=CC=C(C=C1)N1C(N(C(C1(C)C)=O)C1=CC(=C(C=C1)C#N)C(F)(F)F)=S 3-(4-(3-(4-cyano-3-(trifluoromethyl)phenyl)-5,5-dimethyl-4-oxo-2-thioxoimidazolidin-1-yl)phenoxy)propyl 4-methylbenzenesulfonate